6-((3S,4S)-4-amino-3-methyl-2-oxa-8-azaspiro[4.5]decan-8-yl)-3-(1-(m-tolyl)cyclopropyl)-1,5-dihydro-4H-pyrazolo[3,4-d]pyrimidin-4-one N[C@@H]1[C@@H](OCC12CCN(CC2)C=2NC(C1=C(N2)NN=C1C1(CC1)C=1C=C(C=CC1)C)=O)C